COCCCNC=1C2=C(N=CN1)N=C(S2)S(=O)(=O)C N-(3-methoxypropyl)-2-methylsulfonyl-thiazolo[4,5-d]Pyrimidine-7-amine